N4-benzoylcytidine triphosphate P(O)(=O)(OP(=O)(O)OP(=O)(O)O)OC[C@@H]1[C@H]([C@H]([C@@H](O1)N1C(=O)N=C(NC(C2=CC=CC=C2)=O)C=C1)O)O